(2r,3s,4s)-pentane CCCCC